BC=1NC2=C(N1)C=CC=C2 boranyl-benzimidazole